ClC1=C(C=C(C=C1)F)C1=CC=C(N=N1)NC1C[C@@H]2[C@@H](CN(C2)CC2=COC=C2)C1 (3aR,5s,6aS)-N-[6-(2-chloro-5-fluoro-phenyl)pyridazin-3-yl]-2-(3-furyl-methyl)-3,3a,4,5,6,6a-hexahydro-1H-cyclopenta[c]pyrrol-5-amine